N-[6-(2,2-difluoroethoxy)-5-fluoro-2-methoxy-3-pyridinyl]-7-keto-6-methyl-thieno[2,3-c]pyridine-3-sulfonamide FC(COC1=C(C=C(C(=N1)OC)NS(=O)(=O)C1=CSC=2C(N(C=CC21)C)=O)F)F